6-cyclopentyl-4-hydroxypyridazin-3(2H)-one C1(CCCC1)C=1C=C(C(NN1)=O)O